C(C)C1(NC(N(C(C1)=O)C1CCOC2=CC=C(C=C12)C(=O)N[C@H]1CC(OC2=CC=CC=C12)(C)C)=N)CC 4-(4,4-diethyl-2-imino-6-oxotetrahydropyrimidin-1(2H)-yl)-N-((S)-2,2-dimethylchroman-4-yl)chroman-6-carboxamide